[Cl-].[Cl-].C[Si](=[Hf+2](C1(C=CC=C1)CCCC)C1(C=CC=C1)CCCC)C dimethylsilylenebis(n-butylcyclopentadienyl)hafnium dichloride